2-((1S,5S)-1,5-dimethyl-4-methylenecyclopent-2-en-1-yl)ethyl acetate C(C)(=O)OCC[C@]1(C=CC([C@@H]1C)=C)C